C1(=CC=CC=C1)C1=C(C=NC2=C3N=CC=CC3=CC=C12)C1=CC=CC=C1 4,3-diphenyl-1,10-phenanthroline